3-(5-(difluoromethyl)-1,3,4-thiadiazol-2-yl)-8-(4-(hydroxymethyl)piperidin-1-yl)-N-(1-methylcyclopropyl)imidazo[1,5-a]pyridine-6-sulfonamide FC(C1=NN=C(S1)C1=NC=C2N1C=C(C=C2N2CCC(CC2)CO)S(=O)(=O)NC2(CC2)C)F